NC1=NC(=NC2=CC(=C(C(=C12)C1=NC=CC=C1)OC)OC)N1CC2=CC=CC(=C2CC1)NS(=O)(=O)C 4-amino-6,7-dimethoxy-2-(5-methane-sulfonamido-1,2,3,4-tetrahydroisoquinolin-2-yl)-5-(2-pyridyl)quinazoline